CN1C(C=2N(CC1)C1=C(C2)C(=CC=N1)C=1C=NC=C(C1)C1=CC=C(C=C1)N1C(CC2=CC=CC=C12)=O)=O 7-methyl-4-(5-(4-(2-oxoindolin-1-yl)phenyl)pyridin-3-yl)-8,9-dihydropyrido[3',2':4,5]pyrrolo[1,2-a]pyrazin-6(7H)-one